(1aR,5aR)-2-Pyridin-4-yl-1a,2,5,5a-tetrahydro-1H-2,3-diaza-cyclopropa[a]pentalene-4-carboxylic acid (1-phenyl-cyclopropyl)-amide C1(=CC=CC=C1)C1(CC1)NC(=O)C=1C=2C[C@@H]3[C@H](C2N(N1)C1=CC=NC=C1)C3